3-(2-Boronoethyl)-2-hydroxy-6-[(1-{[4-(2-hydroxyethyl)-1H-1,2,3-triazol-1-yl]acetyl}azetidin-3-yl)oxy]benzoic acid B(O)(O)CCC=1C(=C(C(=O)O)C(=CC1)OC1CN(C1)C(CN1N=NC(=C1)CCO)=O)O